2,4,6-tri(3-bromophenyl)-1,3,5-triazine BrC=1C=C(C=CC1)C1=NC(=NC(=N1)C1=CC(=CC=C1)Br)C1=CC(=CC=C1)Br